C(#C)C=1N=C(C2=C(N1)CN(CC2)C(=O)OC(C)(C)C)N2CCOCC2 tert-Butyl 2-ethynyl-4-morpholino-6,8-dihydro-5H-pyrido[3,4-d]pyrimidine-7-carboxylate